peroxysulfonate S(=O)(=O)O[O-]